(S,R/S)-5-(2-hydroxypropan-2-yl)-N'-((3-methyl-1,2,3,5,6,7-hexa-hydrodicyclopenta[b,e]pyridin-8-yl)carbamoyl)thiazole-2-sulfonimidamide OC(C)(C)C1=CN=C(S1)[S@](=O)(N)=NC(NC1=C2C(=NC3=C1CCC3)[C@@H](CC2)C)=O |&1:24|